4-bromo-2,5-dimethylphenylsulfonium BrC1=CC(=C(C=C1C)[SH2+])C